(19R)-3-ethyl-16-fluoro-5,10,19-trimethyl-20-oxa-3,4,10,11,23-pentaazapentacyclo[19.3.1.02,6.08,12.013,18]pentacosa-1(24),2(6),4,8,11,13,15,17,21(25),22-decaen-22-amine C(C)N1C=2C3=CN=C(C(O[C@@H](C4=CC(=CC=C4C4=NN(C=C4CC2C(=N1)C)C)F)C)=C3)N